N-[(1S)-1-(tert-butoxymethyl)-2-[[1-[3,3-difluoro-1-[1-(2,2,2-trifluoroethyl)tetrazol-5-yl]propyl]-3-fluoro-pyrazol-4-yl]amino]-2-oxo-ethyl]-4-ethyl-1,2,5-oxadiazole-3-carboxamide C(C)(C)(C)OC[C@@H](C(=O)NC=1C(=NN(C1)C(CC(F)F)C1=NN=NN1CC(F)(F)F)F)NC(=O)C1=NON=C1CC